diethoxymolybdenum oxide C(C)O[Mo](OCC)=O